2-methane-sulfonylbenzene CS(=O)(=O)C1=CC=CC=C1